C(C=C)(=O)N1CCC2(CC(C2)N2N=CC(=C2C)C=2C=C(C=3N(C2)N=CC3C#N)OC(CO)C3=CC=NN3C)CC1 6-(1-(7-acryloyl-7-azaspiro[3.5]nonan-2-yl)-5-methyl-1H-pyrazol-4-yl)-4-(2-hydroxy-1-(1-methyl-1H-pyrazol-5-yl)ethoxy)pyrazolo[1,5-a]pyridine-3-carbonitrile